ClCCCCCCC#CC#CCCOCOC 12-chloro-1-(methoxymethoxy)-3,5-dodecadiyne